C(CCCCCCC)SC1=NC(=NC(=N1)SCCCCCCCC)NC1=CC(=C(C(=C1)C(C)(C)C)O)C(C)(C)C 2,4-bis-octylthio-6-(4-hydroxy-3,5-di-tert-butylphenylamino)-1,3,5-triazine